CC1=CC(=CC(=C1C)OC)C 2,3,6-Trimethyl-4-methoxybenzol